tert-Butyl (2S)-5-[[(benzyloxy)carbonyl]amino]-2-[(3-bromophenyl)formamido]pentanoate C(C1=CC=CC=C1)OC(=O)NCCC[C@@H](C(=O)OC(C)(C)C)NC(=O)C1=CC(=CC=C1)Br